C(C)(C)N1C(=NN=C1)C1=CC=CC(=N1)NC(=O)C=1NC(=CC1)C=1SC=CC1 N-(6-(4-isopropyl-4H-1,2,4-triazol-3-yl)pyridin-2-yl)-5-(thiophen-2-yl)-1H-pyrrol-2-carboxamid